6-[3-(2-chloroanilino)-7,8-dihydro-5H-1,6-naphthyridin-6-yl]-4,5-dimethyl-pyridazine-3-carbonitrile ClC1=C(NC=2C=NC=3CCN(CC3C2)C2=C(C(=C(N=N2)C#N)C)C)C=CC=C1